3-Methoxy-1-indanone COC1CC(C2=CC=CC=C12)=O